C(C=C)(=O)OC1=CC(=C(C(=C1)C(C)(C)C)O)C(C)(C)C 3,5-di-tert-butyl-4-hydroxyphenyl acrylate